C(C)(C)(C)OCCC(CC(C)(C)C)C 3,5,5-trimethyl-hexyl t-butyl ether